bis(4-fluorophenyl)(quinolin-2-yl)phosphine oxide FC1=CC=C(C=C1)P(C1=NC2=CC=CC=C2C=C1)(C1=CC=C(C=C1)F)=O